ClC1=C2CC[C@@]3(CCC=4C(=NC(=NC4C3)OC[C@@H]3N(CCC3)C)N3C[C@@H](N(CC3)C(C(=C)F)=O)CC#N)C2=CC=C1 2-((S)-4-((R)-4-chloro-2'-(((R)-1-methylpyrrolidin-2-yl)methoxy)-2,3,5',8'-tetrahydro-6'H-spiro[inden-1,7'-quinazolin]-4'-yl)-1-(2-fluoroacryloyl)piperazin-2-yl)acetonitrile